(3R,4S)-3,4-diaminopyrrolidine-1-carboxylic acid tert-butyl ester C(C)(C)(C)OC(=O)N1C[C@H]([C@H](C1)N)N